ClC1=CC(=C(C=C1)NC(OC)=O)C(N[C@@H](CCC(C)F)C(C(=O)NC)=O)=O methyl N-[4-chloro-2-[[(1S)-4-fluoro-1-[2-(methylamino)-2-oxo-acetyl]pentyl]carbamoyl]phenyl]carbamate